(1S,2R,5S)-3-fluoro-8-hydroxy-2,5-dimethyl-7,9-dioxo-N-(2,4,6-trifluorobenzyl)-2,5,7,9-tetrahydro-1,6-methanopyrido[1,2-b][1,2,5]triazonine-10-carboxamide FC1=C[C@@H](N2C(C=3N(N([C@@H]1C)C2)C=C(C(C3O)=O)C(=O)NCC3=C(C=C(C=C3F)F)F)=O)C